3-{6-[(1-{[4-(propan-2-yl)phenyl]carbamoyl}-D-prolyl)amino]pyridin-3-yl}benzoic acid CC(C)C1=CC=C(C=C1)NC(=O)N1[C@H](CCC1)C(=O)NC1=CC=C(C=N1)C=1C=C(C(=O)O)C=CC1